Cl.O=S1(CCN(CC1)C1=CC=C(C=C1)N1[C@@H]2CN(C[C@H](C1)CC2(C)C)CCCC#N)=O 4-((1R,5S)-6-(4-(1,1-dioxidothiomorpholino)phenyl)-9,9-dimethyl-3,6-diazabicyclo[3.2.2]nonan-3-yl)butanenitrile hydrochloric acid salt